FC1=C(C(=CC=C1)F)C1=NC=2C=NNC2C=2C=NN3C[C@H](CN1C23)C (11S)-8-(2,6-difluorophenyl)-11-methyl-3,4,7,9,13,14-hexazatetracyclo[7.6.1.02,6.013,16]hexadeca-1(16),2(6),4,7,14-pentaene